ClC=1C=CC(=NC1)C1=CC=C2C(=N1)SC(=N2)N 5-(5-chloropyridin-2-yl)thiazolo[5,4-b]pyridin-2-amine